ClC=1C=C2C(=NC1C=1C=CC(=NC1)C=1C(=C(C(=O)N)C(=CC1)F)F)OCCO2 (5-(7-chloro-2,3-dihydro-[1,4]dioxino[2,3-b]pyridin-6-yl)pyridin-2-yl)-2,6-difluorobenzamide